[Co](Cl)Cl.C1(=CC=CC=C1)P(C1=CC=CC=C1)C1=CC=CC=C1.C1(=CC=CC=C1)P(C1=CC=CC=C1)C1=CC=CC=C1 bis(triphenylphosphine) cobalt (II) chloride